C(C)(C)(C)OC(=O)N1CC(C1)OC=1C=C2C(=NC=NC2=CC1OC)NC1=C(C=CC(=C1)Br)OC 3-((4-((5-bromo-2-methoxyphenyl)amino)-7-methoxyquinazolin-6-yl)oxy)azetidine-1-carboxylic acid tert-butyl ester